ClC1=CC(=C(C=C1)C1=NC(=CC=2N=C(N(C(C21)=O)C)C)N2C[C@H](CC2)N(C)C)F (S)-5-(4-chloro-2-fluorophenyl)-7-(3-(dimethylamino)pyrrolidin-1-yl)-2,3-dimethylpyrido[4,3-d]pyrimidin-4(3H)-one